NC1=C(C(=C(C#N)C=C1[N+](=O)[O-])F)C1=C(C(=CC=C1C)OC)C 4-amino-2-fluoro-3-(3-methoxy-2,6-dimethyl-phenyl)-5-nitro-benzonitrile